4-Chloro-3-(3,3-difluorocyclobutyl)-1-[4-(1,1-difluoroethyl)phenyl]sulfonyl-indazole ClC1=C2C(=NN(C2=CC=C1)S(=O)(=O)C1=CC=C(C=C1)C(C)(F)F)C1CC(C1)(F)F